4-[(3S)-3-pyrimidin-5-yl-isoxazolidine-2-carbonyl]piperidine-1-carboxylic acid tert-butyl ester C(C)(C)(C)OC(=O)N1CCC(CC1)C(=O)N1OCC[C@H]1C=1C=NC=NC1